5-adamantan-1-yl-2,4-dihydroxy-N-[2-(4-hydroxyphenyl)-ethyl]-benzoic acid amide C12(CC3CC(CC(C1)C3)C2)C=2C(=CC(=C(C(=O)NCCC3=CC=C(C=C3)O)C2)O)O